5-amino-4-(1H-1,2,3-triazol-1-yl)thiophene-3-carbonitrile NC1=C(C(=CS1)C#N)N1N=NC=C1